FC1=CC(=C(C=C1OCC(C1=CC(=C(C(=C1)F)F)F)(F)F)C(C(F)(F)F)S(=O)C(C(F)(F)F)C1=C(C=C(C(=C1)OCC(F)(F)C1=CC(=C(C(=C1)F)F)F)F)C)C 4-fluoro-5-[2,2-difluoro-2-(3,4,5-trifluorophenyl) ethoxy]-2-methylphenyl-2,2,2-trifluoroethyl sulfoxide